(S)-1-(3-(benzothien-3-yl)-2-(dimethylamino)propyl)-3-((S)-1-(thien-3-yl)ethyl)urea S1C=C(C2=C1C=CC=C2)C[C@@H](CNC(=O)N[C@@H](C)C2=CSC=C2)N(C)C